N-(3-chloro-4-methylphenyl)-2-(3-((1-(2,6-dioxopiperidin-3-yl)-2,5-dioxo-2,5-dihydro-1H-pyrrol-3-yl)amino)phenoxy)acetamide ClC=1C=C(C=CC1C)NC(COC1=CC(=CC=C1)NC=1C(N(C(C1)=O)C1C(NC(CC1)=O)=O)=O)=O